β-L-arabinofuranose O[C@@H]1[C@H](O)[C@@H](O)[C@@H](O1)CO